FC=1C=C(C=CC1)C1=CC(=C(S1)C(=O)N[C@@H]1CN(CC1)C(=O)OC(C)(C)C)NC(=O)N tert-butyl (S)-3-(5-(3-fluorophenyl)-3-ureidothiophene-2-carboxamido)pyrrolidine-1-carboxylate